ClC1=C(C(=O)N2CCC(CC2)CC(=O)O)C=CC(=C1CN1C=CC2=CC(=CC(=C12)Cl)C(F)(F)F)Cl 2-(1-(2,4-Dichloro-3-((7-chloro-5-(trifluoromethyl)-1H-indol-1-yl)methyl)benzoyl)piperidin-4-yl)acetic acid